N1(N=NC=C1)C[C@@H]1C[C@H](CN1C#N)NC(=O)C1=NC=CC(=C1)C1=CC(=CC=C1)C(F)(F)F N-((3R,5S)-5-((1H-1,2,3-triazol-1-yl)methyl)-1-cyanopyrrolidin-3-yl)-4-(3-(trifluoromethyl)phenyl)pyridinecarboxamide